ClC1=C(COC2=CC=C(C=C2)C2=NOC(=C2)[C@@H]([C@@](CN2N=NN=C2)(O)C2=C(C=C(C=C2)F)F)C)C=CC=C1Cl (2R,3R)-3-(3-(4-(2,3-dichlorobenzyloxy)phenyl)isoxazol-5-yl)-2-(2,4-difluorophenyl)-1-(1H-tetrazol-1-yl)butan-2-ol